CC([C@H](C)NC(=O)C1=C(C(=NN1C)C1=CC(=CC=C1)OC(F)(F)F)NS(=O)(=O)C1=CC=C(C=C1)C)(C)C (S)-N-(3,3-dimethylbutan-2-yl)-1-methyl-4-((4-methylphenyl)sulfonamido)-3-(3-(trifluoromethoxy)phenyl)-1H-pyrazole-5-carboxamide